ClCC/C=C/[C@H](CC(NCC=1SC=C(N1)C=1SC[C@](N1)(C(=O)O)C)=O)OC([C@@H](NC(OC(C)(C)C)=O)C(C)C)=O (R)-2'-((5S,8S)-5-((E)-4-chlorobut-1-en-1-yl)-8-isopropyl-12,12-dimethyl-3,7,10-trioxo-6,11-dioxa-2,9-diazatridecyl)-4-methyl-4,5-dihydro-[2,4'-bithiazole]-4-carboxylic acid